NC1=C(SC2=NC(=CC=C21)C)C(=O)NCCC2=CC=C(C=C2)C=2C=NN1C2CNCC1 3-amino-6-methyl-N-(4-(4,5,6,7-tetrahydropyrazolo[1,5-a]pyrazin-3-yl)phenethyl)thieno[2,3-b]pyridine-2-carboxamide